4-methoxyfluoren-9-one COC1=CC=CC=2C(C3=CC=CC=C3C12)=O